6-(1-Isopropyl-1H-pyrazol-3-yl)-N-((1S,3R)-3-methoxycyclopentyl)-5-methyl-2-(1-methyl-1H-imidazol-2-yl)thieno[2,3-d]pyrimidin-4-amine C(C)(C)N1N=C(C=C1)C1=C(C2=C(N=C(N=C2N[C@@H]2C[C@@H](CC2)OC)C=2N(C=CN2)C)S1)C